3-(Decyldimethylammonio)-propane-sulfonate C(CCCCCCCCC)[N+](CCCS(=O)(=O)[O-])(C)C